N1(CCCCC1)CCC(=O)[O-] 3-(piperidin-1-yl)propanoate